(R)-N-(2-(3-Hydroxy-3-methylbutyl)-5-(3-hydroxypyrrolidin-1-yl)-1-methyl-1H-benzo[d]imidazole-6-yl)-6-(1-methyl-1H-pyrazol-3-yl)picolinamide OC(CCC1=NC2=C(N1C)C=C(C(=C2)N2C[C@@H](CC2)O)NC(C2=NC(=CC=C2)C2=NN(C=C2)C)=O)(C)C